FC(C(=O)O)(F)F.C[C@H]1CN(C[C@@H](N1)C)C=1C=CC(=C2N=C(SC21)OC)C(=O)NC2=C(C1=CN(N=C1C=C2)C)F 7-((3S,5S)-3,5-dimethylpiperazin-1-yl)-N-(4-fluoro-2-methyl-2H-indazol-5-yl)-2-methoxybenzo[d]thiazole-4-carboxamide 2,2,2-trifluoroacetate